4-((tert-butyldiphenylsilyl)oxy)-3-(((R)-2,2-dimethyl-1,3-dioxolan-4-yl)methyl)-3-hydroxybutanal [Si](C1=CC=CC=C1)(C1=CC=CC=C1)(C(C)(C)C)OCC(CC=O)(O)C[C@H]1OC(OC1)(C)C